3-(4-((5-chloro-2,2-dimethyl-2,3-dihydrobenzofuran-7-yl)methoxy)-2,3-dimethylphenyl)-N-(pyridazin-3-yl)propenamide ClC=1C=C(C2=C(CC(O2)(C)C)C1)COC1=C(C(=C(C=C1)C=CC(=O)NC=1N=NC=CC1)C)C